3-oxohexadecanoic acid O=C(CC(=O)O)CCCCCCCCCCCCC